CC12C(CC(CC1)C2(C)C)SC[C@H](N)C(=O)O S-(1,7,7-trimethylbicyclo[2.2.1]heptan-2-yl)cysteine